NC=1NC(C=2N(C(N(C2N1)[C@@H]1O[C@@H]([C@H]([C@H]1O)F)CO)=O)CC1=C(SC=C1)C(=O)O)=O ((2-amino-9-((2R,3S,4S,5R)-4-fluoro-3-hydroxy-5-(hydroxymethyl)tetrahydrofuran-2-yl)-6,8-dioxo-1,6,8,9-tetrahydro-7H-purin-7-yl)methyl)thiophene-2-carboxylic acid